methyl 7-amino-4-vinyl-2,3-dihydrobenzofuran-5-carboxylate NC1=CC(=C(C=2CCOC21)C=C)C(=O)OC